3-(6-(1-methyl-1H-pyrazol-4-yl)oct-3-yl)pyrrolo[1,2-b]pyridazine CN1N=CC(=C1)C(CCC(CC)C1=CC=2N(N=C1)C=CC2)CC